N4-[6-(5-chloro-2-fluorophenyl)-3-methoxypyridazin-4-yl]pyridine-2,4-diamine ClC=1C=CC(=C(C1)C1=CC(=C(N=N1)OC)NC1=CC(=NC=C1)N)F